ClC1=NC(=NC(=C1)Cl)S(=O)(=O)C 4,6-dichloro-2-methanesulfonyl-pyrimidine